tert-butyl 4-(4-(trifluoromethyl)benzyl)piperidine-1-carboxylate FC(C1=CC=C(CC2CCN(CC2)C(=O)OC(C)(C)C)C=C1)(F)F